3-fluoro-2-methyl-6-nitroquinolin-5-amine FC=1C(=NC=2C=CC(=C(C2C1)N)[N+](=O)[O-])C